FC1(CC(C1)NC(=O)C=1C=NC(=C(C1)C1=CC(=CC(=C1)F)F)OC)F N-(3,3-difluorocyclobutyl)-5-(3,5-difluorophenyl)-6-methoxypyridine-3-carboxamide